[Co].[W].[Co] cobalt-tungsten-cobalt